octadecanoic acid, calcium salt [Ca+2].C(CCCCCCCCCCCCCCCCC)(=O)[O-].C(CCCCCCCCCCCCCCCCC)(=O)[O-]